3,5-bis(hydroxymethyl)-4-hydroxybenzene-1-carbaldehyde OCC=1C=C(C=C(C1O)CO)C=O